1-phenyl-ethylamine C1(=CC=CC=C1)C(C)N